C(C)(=O)C=1OC=CC1C(=O)O 2-Acetylfuran-3-carboxylic acid